8-(cyclohexylmethoxy)-4-[(2R)-3-(3,4-dihydro-1H-isoquinolin-2-yl)-2-hydroxy-propyl]-2,3-dihydro-1,4-benzoxazepine-5-one C1(CCCCC1)COC1=CC2=C(C(N(CCO2)C[C@@H](CN2CC3=CC=CC=C3CC2)O)=O)C=C1